C(#N)C1=CC=C(C=C1)NC=1C=C(C=CC1[C@@H](C(F)(F)F)OCC)[C@@H](CC(=O)O)CC (R)-3-(3-((4-cyanophenyl)amino)-4-((S)-1-ethoxy-2,2,2-trifluoroethyl)phenyl)pentanoic acid